racemic-4-hydroxypentanoic acid O[C@@H](CCC(=O)O)C |r|